FC1(CC(NCC1)C1=C(CN2C(NC(C3=C2C=CN3)=O)=C=S)C=CC=C1)F 1-(2-(4,4-difluoropiperidin-2-yl)benzyl)-2-thiocarbonyl-1,2,3,5-tetrahydro-4H-pyrrolo[3,2-d]pyrimidin-4-one